trans-4-(((trans-4-(6-Cyano-5-methoxy-pyridin-2-yl)cyclohexyl)methyl)(3-(2-cyclopropyloxazol-4-yl)phenyl)carbamoyl)cyclohexyl (2-hydroxyethyl)-carbamate OCCNC(O[C@@H]1CC[C@H](CC1)C(N(C1=CC(=CC=C1)C=1N=C(OC1)C1CC1)C[C@@H]1CC[C@H](CC1)C1=NC(=C(C=C1)OC)C#N)=O)=O